tert-butyl N-hydroxy-N-[(1S)-3-hydroxy-1-(6-methyl-3-pyridyl)propyl]carbamate ON(C(OC(C)(C)C)=O)[C@@H](CCO)C=1C=NC(=CC1)C